(3-(tert-butyl)benzylidene)hydrazine C(C)(C)(C)C=1C=C(C=NN)C=CC1